2,7-Dibromo-9,9-didodecyl-9H-fluoren BrC1=CC=2C(C3=CC(=CC=C3C2C=C1)Br)(CCCCCCCCCCCC)CCCCCCCCCCCC